N1N=NN=C1/C(=C/C(=O)NC(C)C1=CC=C(C=C1)C(F)(F)F)/C (E)-3-(1H-tetrazol-5-yl)-N-(1-(4-(trifluoromethyl)phenyl)ethyl)but-2-enamide